C(C)(=O)N1[C@H](CN(CC1)C(C=C)=O)C1=CC(=NC(=C1)Cl)C1=CC(=NC=C1)C(=O)NCC1(CC1)OC (S)-4-(1-acetyl-4-acryloylpiperazin-2-yl)-6-chloro-N-((1-methoxycyclopropyl)methyl)-[2,4'-bipyridine]-2'-carboxamide